C(C)(C)(C)OC(C1=CC(=NC(=C1)C(NC)=O)Br)=O 2-bromo-6-(methylcarbamoyl)isonicotinic acid tert-butyl ester